CS(=O)(=O)OC[C@H](C)OCCOC[C@@H](C)N1N=CC(=C1)C1=NN(C2=CC=C(C=C12)O[Si](C)(C)C(C)(C)C)C1OCCCC1 [(2S)-2-[2-[(2R)-2-[4-[5-[tert-butyl(dimethyl)silyl] oxy-1-tetrahydropyran-2-yl-indazol-3-yl]pyrazol-1-yl]propoxy]ethoxy]propyl] methanesulfonate